[C@@H]([C@@H](C(=O)O)Br)(C(=O)O)Br meso-2,3-dibromosuccinic acid